C(C)C=1C(NC=2C=C(C=NC2C1)CN1CC(N(CC1)C(=O)OC(C)(C)C)CO)=O tert-Butyl 4-((7-ethyl-6-oxo-5,6-dihydro-1,5-naphthyridin-3-yl)methyl)-2-(hydroxymethyl)piperazine-1-carboxylate